5-amino-3-[4-[2-[[3-(2,2-dimethylpropyl)isoxazol-5-yl]amino]-2-oxo-ethyl]-2,3-difluoro-phenyl]-1-isopropyl-pyrazole-4-carboxamide NC1=C(C(=NN1C(C)C)C1=C(C(=C(C=C1)CC(=O)NC1=CC(=NO1)CC(C)(C)C)F)F)C(=O)N